BrC=1C=C2CCC(CC2=CC1)=O 6-bromo-3,4-dihydro-2(1H)-naphthalenone